N-(8-methyl-2-oxo-1,2,3,4-tetrahydroquinolin-6-yl)-3-(m-tolyl)isonicotinamide CC=1C=C(C=C2CCC(NC12)=O)NC(C1=C(C=NC=C1)C=1C=C(C=CC1)C)=O